O=CCC1=CC[C@H]2[C@@H]3CC[C@H]4CCCC[C@]4(C)[C@H]3CC[C@]12C oxo-5α-pregn-16-en